(trans)-4-((tert-butoxycarbonyl)amino)cyclohexanecarboxylic acid C(C)(C)(C)OC(=O)N[C@@H]1CC[C@H](CC1)C(=O)O